3-((dimethylamino)methyl)-1H-pyrrolo[2,3-b]pyridine-5-carbaldehyde CN(C)CC1=CNC2=NC=C(C=C21)C=O